BrC1=CC(=C(COC2=NC(=CC=C2)F)C=C1F)Cl 2-((4-bromo-2-chloro-5-fluorobenzyl)oxy)-6-fluoropyridine